3-fluoro-5-((2'-(5-(difluoromethyl)isoindolin-2-yl)-[2,4'-bipyrimidinyl]-4-yl)ethynyl)-1H-indazole FC1=NNC2=CC=C(C=C12)C#CC1=NC(=NC=C1)C1=NC(=NC=C1)N1CC2=CC=C(C=C2C1)C(F)F